(5-(hydroxymethyl)thiophen-2-yl)butan OCC1=CC=C(S1)CCCC